OC[C@@H]1CC[C@H](CC1)CNC(=O)C1=CC2=C(N(C(=N2)NC=2SC3=C(N2)C=CC(=C3)Cl)C)C=C1 2-(6-Chloro-benzothiazol-2-ylamino)-1-methyl-1H-benzoimidazole-5-carboxylic acid (trans-4-hydroxymethyl-cyclohexylmethyl)-amide